N-(1-methyl-6-morpholinyl-1H-pyrazolo[3,4-d]pyrimidin-4-yl)-5-nitrothiophene-2-carboxamide CN1N=CC=2C1=NC(=NC2NC(=O)C=2SC(=CC2)[N+](=O)[O-])N2CCOCC2